((2R,3R,4S,5R)-4-acetoxy-5-(2-amino-7-(3-hydroxybenzyl)-8-oxo-7,8-dihydro-9H-purin-9-yl)-3-fluorotetrahydrofuran-2-yl)methylacetat C(C)(=O)O[C@@H]1[C@@H]([C@H](O[C@H]1N1C2=NC(=NC=C2N(C1=O)CC1=CC(=CC=C1)O)N)COC(C)=O)F